CC1=NNC(=C1C1=CC=CN1)C 5-(3,5-dimethyl-1H-pyrazol-4-yl)-1H-pyrrole